Di(n-octyl)silane ethyl(1-(benzo[d][1,3]dioxol-5-yl)propan-2-yl)(methyl)carbamate C(C)OC(N(C)C(CC1=CC2=C(OCO2)C=C1)C)=O.C(CCCCCCC)[SiH2]CCCCCCCC